ClC1=NC(=CC(=C1)OC1CC(C1)O)C(C)(F)F 3-((2-chloro-6-(1,1-difluoroethyl)pyridin-4-yl)oxy)cyclobutan-1-ol